C(CCC)PC=1C(=C(C(=CC1C(C)C)C(C)C)C1=CC=CC=C1)C(C)C butylphosphino-2,4,6-triisopropylbiphenyl